4-((2-(((S)-(6-chloro-3-fluoropyridin-2-yl)((S)-4,4-difluoro-2-methyltetrahydrofuran-2-yl)methyl)amino)-3,4-dioxocyclobut-1-en-1-yl)amino)-3-hydroxy-N,N-dimethylpicolinamide ClC1=CC=C(C(=N1)[C@@H]([C@]1(OCC(C1)(F)F)C)NC1=C(C(C1=O)=O)NC1=C(C(=NC=C1)C(=O)N(C)C)O)F